6-(8-Fluoro-2-methylimidazo[1,2-a]pyridin-6-yl)-2-(piperidin-4-yl)[1,3]thiazolo[4,5-c]pyridin-Hydrochlorid Cl.FC=1C=2N(C=C(C1)C1=CC3=C(C=N1)N=C(S3)C3CCNCC3)C=C(N2)C